N-[4-Methoxy-7-(1-methyl-1H-pyrazol-4-yl)-thiazolo[4,5-c]pyridin-2-yl]-N',N'-dimethyl-terephthalamid COC1=NC=C(C2=C1N=C(S2)NC(C2=CC=C(C(=O)N(C)C)C=C2)=O)C=2C=NN(C2)C